CC1=CC(=NC=N1)C=1OC2=NC=CC=C2N1 2-(6-methyl-pyrimidin-4-yl)oxazolo[5,4-b]pyridine